4-((5-(3-chlorophenyl)-4-(4-hydroxypiperidin-1-yl)-7H-pyrrolo[2,3-d]pyrimidin-2-yl)amino)benzoic acid ClC=1C=C(C=CC1)C1=CNC=2N=C(N=C(C21)N2CCC(CC2)O)NC2=CC=C(C(=O)O)C=C2